3,8-dimethoxy-5-methylphenanthridin-6(5H)-one COC=1C=CC=2C3=CC=C(C=C3C(N(C2C1)C)=O)OC